FC1=C(OCC2=CC=CC(=N2)CNC(=O)C2=CC3=CC=CC(=C3C=C2)C2=CC=C(C=C2)C(F)(F)F)C(=CC=C1)F N-((6-((2,6-difluorophenoxy)methyl)pyridin-2-yl)methyl)-5-(4-(trifluoromethyl)phenyl)-2-naphthamide